mono(2-hydroxyethyl)isophthalate OCCOC(C1=CC(C(=O)[O-])=CC=C1)=O